10-(4-Chloro-2-fluoro-5-methoxyphenyl)-8-cyclopropyl-7,8-dihydropyrido[2',3':4,5]pyrrolo[1,2-a]pyrazin-9(6H)-one ClC1=CC(=C(C=C1OC)C=1C2=C(N3C1C(N(CC3)C3CC3)=O)C=CC=N2)F